3-amino-8-(5-methoxy-3-methyl-2-oxo-2,3-dihydrobenzo[d]oxazol-6-yl)-N-propylimidazo[1,2-a]pyridine-2-carboxamide NC1=C(N=C2N1C=CC=C2C2=CC1=C(N(C(O1)=O)C)C=C2OC)C(=O)NCCC